1,4-diazaspiro[5.5]undecan-3-one N1CC(NCC12CCCCC2)=O